3-(5-(1-(4-chloro-2-fluorobenzyl)piperidin-4-yl)-1-oxoisoindolin-2-yl)piperidine-2,6-dione ClC1=CC(=C(CN2CCC(CC2)C=2C=C3CN(C(C3=CC2)=O)C2C(NC(CC2)=O)=O)C=C1)F